N1=CC=CC=2CCC/C(/C12)=N\NC(C1=CN=CC=C1)=O (E)-N'-(6,7-dihydroquinolin-8(5H)-ylidene)nicotinic acid hydrazide